4-amino-N-cyclopropyl-N-((5-(3-hydroxy-3-methylbut-1-yn-1-yl)-4-methylpyridin-2-yl)methyl)-1,7-dimethyl-1H-pyrazolo[4,3-c]quinoline-8-carboxamide NC1=NC=2C=C(C(=CC2C2=C1C=NN2C)C(=O)N(CC2=NC=C(C(=C2)C)C#CC(C)(C)O)C2CC2)C